bromo-4-chlorobenzaldehyde BrC1=C(C=O)C=CC(=C1)Cl